6-{[(3S)-3-[(methylsulfanyl)methyl]piperidin-1-yl]methyl}-4-(trifluoromethyl)-2,3-dihydroisoindol-1-one CSC[C@@H]1CN(CCC1)CC1=CC(=C2CNC(C2=C1)=O)C(F)(F)F